N(=C=O)CCCCCCCCCC[Si](Cl)(Cl)Cl 10-isocyanatodecyltrichlorosilane